Pentadecan-8-yl ((((2R,3S,5R)-5-(6-amino-2-fluoro-9H-purin-9-yl)-2-ethynyl-3-hydroxytetrahydrofuran-2-yl)methoxy)(phenoxy)phosphoryl)-L-alaninate NC1=C2N=CN(C2=NC(=N1)F)[C@H]1C[C@@H]([C@@](O1)(C#C)COP(=O)(OC1=CC=CC=C1)N[C@@H](C)C(=O)OC(CCCCCCC)CCCCCCC)O